pyrrolo[2,3-c]isoxazole N1OC=C2C1=NC=C2